[Ag+].[OH-] hydroxide silver